CN1N=C(C(=C1Cl)C(=O)Cl)C 1,3-dimethyl-5-chloropyrazole-4-carbonyl chloride